2-(dimethyl-amino)acetaldehyde hydrochloride Cl.CN(CC=O)C